CC(C)(CCCCC)C1=NOC(=N1)CC(C(=O)O)=C ((3-(2-methylhept-2-yl)-1,2,4-oxadiazol-5-yl)methyl)acrylic acid